F[C@H]1[C@H](C1)C(=O)NC1=NC=C2C=C(C(N(C2=C1)C)=O)C=1C=NC(=CC1C)[C@](\C=C\C)([2H])O (1R,2R)-2-fluoro-N-(3-(6-((R,E)-1-hydroxybut-2-en-1-yl-1-d)-4-methylpyridin-3-yl)-1-methyl-2-oxo-1,2-dihydro-1,6-naphthyridin-7-yl)cyclopropane-1-carboxamide